OCC1CC=CC1O 5-(hydroxymethyl)-2-cyclopentene-1-ol